2-(3-iodonaphthalen-2-yl)propan IC=1C(=CC2=CC=CC=C2C1)C(C)C